[Si](C)(C)(C(C)(C)C)OC[C@@H]1[C@H]([C@H]([C@@H](O1)N1C(NC(C(=C1)C)=O)=O)F)OC(C1=CC=CC=C1)(C1=CC=CC=C1)C1=CC=C(C=C1)OC 1-[(2R,3R,4R,5R)-5-{[(tert-butyldimethylsilyl)oxy]methyl}-3-fluoro-4-[(4-methoxyphenyl)diphenylmethoxy]oxolan-2-yl]-5-methyl-3H-pyrimidine-2,4-dione